N-[trans-4-[(4-{imidazo[1,2-a]pyridin-6-yl}phenyl)sulfanyl]cyclohexyl]-5-(trifluoromethoxy)pyridin-2-amine N=1C=CN2C1C=CC(=C2)C2=CC=C(C=C2)S[C@@H]2CC[C@H](CC2)NC2=NC=C(C=C2)OC(F)(F)F